(s)-Methyl 2-(2-((s)-1-(3-chloro-5-fluoro-2-((4-methoxyphenoxy)methyl)phenyl) ethylamino)-N-methylacetamido)propanoate ClC=1C(=C(C=C(C1)F)[C@H](C)NCC(=O)N(C)[C@H](C(=O)OC)C)COC1=CC=C(C=C1)OC